C(C)OC1=C(C=CC=C1)C=1N(N2C(C(N1)=O)=C(N=C2CCC)C)CC(=O)O 2-(2-(2-ethoxyphenyl)-5-methyl-4-oxo-7-propylimidazo[5,1-f][1,2,4]triazin-1(4H)-yl)acetic acid